FC=1C=C(C=NC1C(F)(F)F)C=1C=NN(C1)C12CC(C1)(C2)NC(OC(C)(C)C)=O tert-butyl (3-{4-[5-fluoro-6-(trifluoromethyl)pyridin-3-yl]-1H-pyrazol-1-yl}bicyclo[1.1.1]pentan-1-yl)carbamate